ClN1S(=O)(=O)C2=CC=CC=C2C1=O Chloro-saccharin